3-hydroxy-9-azabicyclo[3.3.1]NonaneN OC1C=C2CCCC(C1)N2